ClC1=NC(=C(C=C1C(N1[C@H](CN(CC1)C(=O)OC(C)(C)C)C)=NS(NC1=C(C=CC=C1)C(C)C)(=O)=O)Cl)C1=C(C=CC=C1)F tert-butyl (S)-4-((2,5-dichloro-6-(2-fluorophenyl)pyridin-3-yl)((N-(2-isopropylphenyl) sulfamoyl) imino)methyl)-3-methylpiperazine-1-carboxylate